2-((((((1R,2S,5R)-2-carbamoyl-7-oxo-1,6-diazabicyclo[3.2.1]octan-6-yl)oxy)sulfonyl)oxy)methyl)-2-methylpropane-1,3-diyl dibenzoate C(C1=CC=CC=C1)(=O)OCC(COC(C1=CC=CC=C1)=O)(C)COS(=O)(=O)ON1[C@@H]2CC[C@H](N(C1=O)C2)C(N)=O